CCCCCCCCCC/C=C\CC(=O)SCCNC(=O)CCNC(=O)[C@@H](C(C)(C)COP(=O)([O-])OP(=O)([O-])OC[C@@H]1[C@H]([C@H]([C@@H](O1)N2C=NC3=C(N=CN=C32)N)O)OP(=O)([O-])[O-])O tetradecenoyl-CoA